cobalt mono-oxide [Co]=O